chloro-6-(1-cyclopropyl-1H-pyrazol-3-yl)-5-methyl-2-(1-methyl-1H-imidazol-2-yl)pyrrolo[2,1-f][1,2,4]triazine ClC1=NC(=NN2C1=C(C(=C2)C2=NN(C=C2)C2CC2)C)C=2N(C=CN2)C